C/C=C(\\C)/C(=O)O[C@@H]1[C@H]2[C@H]3[C@](CO2)([C@@H](C[C@@H]([C@@]3([C@@H]4[C@@]1(C5=CC(=O)[C@H]([C@@]5(CC4)C)[C@@H]6CC(=O)OC6)C)C)O)OC(=O)C)C The molecule is a limonoid found in Azadirachta indica. It has a role as a metabolite and a plant metabolite. It is an acetate ester, a butan-4-olide, a limonoid, a pentacyclic triterpenoid and a secondary alcohol. It derives from a tiglic acid.